4,6-dibromo-1H-indol-3-yl beta-D-glucopyranoside O([C@H]1[C@H](O)[C@@H](O)[C@H](O)[C@H](O1)CO)C1=CNC2=CC(=CC(=C12)Br)Br